COC(C1=C(C=C(C=C1F)Br)CBr)=O 4-bromo-2-(bromomethyl)-6-fluoro-benzoic acid methyl ester